BrC1=CC=2CCC2C=C1F 3-bromo-4-fluorobicyclo[4.2.0]octa-1(6),2,4-triene